The molecule is a hydroperoxy(hydroxy)icosatetraenoic acid that is (7E,9E,11Z,13E)-icosatetraenoic acid carrying 2 hydroxy substituents at positions 5S and 6R as well as a hydroperoxy substituent at position 15S. It is a secondary allylic alcohol, a diol and a hydroperoxy(hydroxy)icosatetraenoic acid. It is a conjugate acid of a (5S,6R)-dihydroxy-(15S)-hydroperoxy-(7E,9E,11Z,13E)-icosatetraenoate. CCCCC[C@@H](/C=C/C=C\\C=C\\C=C\\[C@H]([C@H](CCCC(=O)O)O)O)OO